ClC1=NC(=CC=C1C(=O)NS(=O)(=O)C=1C=NN(C1C)C)N1N=C(C=C1)OCC1(C(C1)(F)F)C 2-chloro-6-[3-[(2,2-difluoro-1-methyl-cyclopropyl)methoxy]pyrazol-1-yl]-N-(1,5-dimethylpyrazol-4-yl)sulfonyl-pyridine-3-carboxamide